N1N=CC(=C1)C1=CC=C(N=N1)C=1SC2=C(N1)SC(=N2)N 5-[6-(1H-pyrazol-4-yl)pyridazin-3-yl][1,3]thiazolo[5,4-d][1,3]thiazol-2-amine